(2S,11aR)-7-Fluoro-6-isopropoxy-8-methyl-2-((3-methyl-2-oxo-1,2,3,4-tetrahydro-1,6-naphthyridin-7-yl)oxy)-2,3,11,11a-tetrahydro-1H,5H-benzo[f]pyrrolo[2,1-c][1,4]oxazepin-5-one FC=1C(=CC2=C(C(N3[C@@H](CO2)C[C@@H](C3)OC3=NC=C2CC(C(NC2=C3)=O)C)=O)C1OC(C)C)C